N-n-octyl-pyrrolidone C(CCCCCCC)N1C(CCC1)=O